FC(C(=O)O)(F)F.ClC=1C=C(C(=C(C1)NS(=O)(=O)N1C[C@@H](CC1)F)F)NC=1C(=C2C(N(C=NC2=CC1)C)=O)F (R)-N-(5-chloro-2-fluoro-3-((5-fluoro-3-methyl-4-oxo-3,4-dihydroquinazolin-6-yl)amino)phenyl)-3-fluoropyrrolidine-1-sulfonamide trifluoroacetate